CC1=C2[C@@H](C[C@H]3[C@]4([C@H](CC[C@@]35[C@@H]2O5)C(C=C[C@H]4OC(=O)C)(C)C)C)OC1=O The molecule is an abietane diterpenoid that is ent-abieta-2(3),13(15)-diene-16,12-olide substituted by a 1beta-acetoxy group and a beta-epoxy group across positions 8 and 14. Isolated from the leaves of Gelonium aequoreum, it exhibits moderate cytotoxicity against lung (A549), breast (MDAMB-231 and MCF7), and liver (HepG2) cancer cell lines. It has a role as a metabolite and an antineoplastic agent. It is an abietane diterpenoid, an acetate ester, an organic heteropentacyclic compound, an epoxide and a gamma-lactone.